N-(5,6-dibromo-3-hydroxypyridin-2-yl)acetamide Molybdenum niobium [Nb].[Mo].BrC=1C=C(C(=NC1Br)NC(C)=O)O